C[C@@]12C(C[C@H](C1C1CCC=3C=CC=CC3C1CC2)CCC(=O)NC2=NC=C(C=C2)N2CCN(CC2)C)=O 3-((13S,15R)-13-methyl-17-oxo-7,8,9,11,12,13,14,15,16,17-decahydro-6H-cyclopenta[a]phenanthren-15-yl)-N-(5-(4-methylpiperazin-1-yl)pyridin-2-yl)propanamide